N-(2-hydroxy-5-(1-oxo-6-(4-(4-(trifluoromethyl)piperidine-1-carbonyl)phenyl)-3,4-dihydroisoquinolin-2(1H)-yl)phenyl)methanesulfonamide OC1=C(C=C(C=C1)N1C(C2=CC=C(C=C2CC1)C1=CC=C(C=C1)C(=O)N1CCC(CC1)C(F)(F)F)=O)NS(=O)(=O)C